(S)-5-methoxy-4-((2-(4-(methoxycarbonyl)phenyl)-4-(3-methylisothiazol-5-yl)piperidine-1-yl)methyl)-7-methyl-1H-indole-1-carboxylic acid tert-butyl ester C(C)(C)(C)OC(=O)N1C=CC2=C(C(=CC(=C12)C)OC)CN1[C@@H](CC(CC1)C1=CC(=NS1)C)C1=CC=C(C=C1)C(=O)OC